CC(CCC)OC1=NN2C(C(=N1)N)=NC=C2 2-(pentan-2-yloxy)imidazo[2,1-F][1,2,4]triazin-4-amine